C(NC(C=C)=O)NC(C=C)=O 1-N,N'-methylenebisacrylamide